C(C1=CC=CC=C1)NC(=O)C=1N=NN(C1)CC(CCC1=NN=C(S1)C(=O)NC)F 5-{4-[4-(benzylcarbamoyl)-1H-1,2,3-triazol-1-yl]-3-fluorobutyl}-N-methyl-1,3,4-thiadiazole-2-carboxamide